(E)-4-[2-[2-[2-[4-[4-amino-3-(2-amino-1,3-benzoxazol-5-yl)pyrazolo[3,4-d]pyrimidin-1-yl]butylamino]-2-oxo-ethoxy]ethoxy]ethyl-methyl-amino]but-2-enoic acid NC1=C2C(=NC=N1)N(N=C2C=2C=CC1=C(N=C(O1)N)C2)CCCCNC(COCCOCCN(C/C=C/C(=O)O)C)=O